1-(5-((4-(3-amino-6-(2-hydroxyphenyl)pyridazin-4-yl)piperazin-1-yl)methyl)pyridin-2-yl)dihydropyrimidine-2,4(1H,3H)-dione NC=1N=NC(=CC1N1CCN(CC1)CC=1C=CC(=NC1)N1C(NC(CC1)=O)=O)C1=C(C=CC=C1)O